C(#N)C1=CC=C(OC(C2=CC=C(C(=O)NCCN3CCCC3)C=C2)C(NC=2SC3=C(N2)C=C(C(=C3)OC)OC)=O)C=C1 4-[(4-Cyano-phenoxy)-(5,6-dimethoxy-benzothiazol-2-ylcarbamoyl)-methyl]-N-(2-pyrrolidin-1-yl-ethyl)-benzamide